25,26,26,26,27,27,27-heptadeuterio-5a-cholestane-3B,6a-diol (9Z-octadecenoate) C(C=CCCCCCCCCCCCCCCC)(=O)O.[2H]C(C([2H])([2H])[2H])(C([2H])([2H])[2H])CCC[C@@H](C)[C@H]1CC[C@H]2[C@@H]3C[C@@H]([C@H]4CC(CC[C@]4(C)[C@H]3CC[C@]12C)O)O